(2S)-2-(3-((S)-5-amino-1-carboxypentyl)ureido)pentanedioic acid NCCCC[C@@H](C(=O)O)NC(N[C@H](C(=O)O)CCC(=O)O)=O